O1C(=CC=C1)C1=NN2C(N=C(N=C2N)NCCC2=CC=C(C=C2)OCCC2=NC=CC=C2)=N1 2-(furan-2-yl)-N5-(4-(2-(pyridin-2-yl)ethoxy)phenethyl)-[1,2,4]triazolo[1,5-a][1,3,5]triazine-5,7-diamine